NC1=NC2=C(C3=CN=CC=C13)C=C(C=C2)C(=O)N(C2CCC1=CC(=CC=C21)C(F)(F)F)CC(F)(F)F 5-amino-N-(2,2,2-trifluoroethyl)-N-(5-(trifluoromethyl)-2,3-dihydro-1H-inden-1-yl)benzo[c][2,6]naphthyridin-9-carboxamide